C(C)(C)(C)C1=CC=C(C=C1)NC1CCC(CC1)N(C)C N1-(4-(tert-butyl)phenyl)-N4,N4-dimethylcyclohexane-1,4-diamine